FC=1C=C(C=NC1)CCCNC(=O)C=1N(C=CN1)C1=CC(=C(C=C1)OC)I N-(3-(5-fluoropyridin-3-yl)propyl)-1-(3-iodo-4-methoxyphenyl)-1H-imidazole-2-carboxamide